6-(4-Chlorophenyl)-2-(6,7-dimethoxy-3,4-dihydroisoquinolin-2(1H)-yl)pyrimidin-4-amine ClC1=CC=C(C=C1)C1=CC(=NC(=N1)N1CC2=CC(=C(C=C2CC1)OC)OC)N